8-[3-[(2-methoxyethyl)amino]-5-(trifluoromethyl)piperidin-1-yl]quinoxaline-5-carbonitrile COCCNC1CN(CC(C1)C(F)(F)F)C1=CC=C(C=2N=CC=NC12)C#N